N-(3-((2-amino-5-chloropyridin-3-yl)oxy)phenyl)-4-methoxybenzamide NC1=NC=C(C=C1OC=1C=C(C=CC1)NC(C1=CC=C(C=C1)OC)=O)Cl